CC12CNCC2C1 1-methyl-3-azabicyclo[3.1.0]hexan